1-(3-(4-amino-3-(4-phenoxyphenyl)-1H-pyrazolo[3,4-d]pyrimidin-1-yl)piperidin-1-yl)sulfonylethene NC1=C2C(=NC=N1)N(N=C2C2=CC=C(C=C2)OC2=CC=CC=C2)C2CN(CCC2)S(=O)(=O)C=C